(E)-1-(3-ethyl-4-(hydroxymethyl)phenyl)ethan-1-one O-((2-methyl-[1,1'-biphenyl]-4-yl)methyl) oxime CC1=C(C=CC(=C1)CO\N=C(/C)\C1=CC(=C(C=C1)CO)CC)C1=CC=CC=C1